1,2-bis-(9Z-octadecenoyl)-sn-glycero-3-phosphate C(C=CCCCCCCCCCCCCCCC)(=O)OC[C@@H](OC(C=CCCCCCCCCCCCCCCC)=O)COP(=O)(O)O